1-[3-[tert-butyl(diphenyl)silyl]oxy-6-bicyclo[3.1.0]hexanyl]ethanone [Si](C1=CC=CC=C1)(C1=CC=CC=C1)(C(C)(C)C)OC1CC2C(C2C1)C(C)=O